5-(((1R,2R)-2-((4,4-difluorocyclohexyl)amino)cyclohexyl)(methyl)amino)-2-(2,6-dioxopiperidin-3-yl)isoindoline-1,3-dione FC1(CCC(CC1)N[C@H]1[C@@H](CCCC1)N(C=1C=C2C(N(C(C2=CC1)=O)C1C(NC(CC1)=O)=O)=O)C)F